CC1=C(N=C2N1C=CC(=C2)C(=O)O)C=2N(C1=CC=CC=C1C2)CC2=NC=CN=C2 3-methyl-2-(1-(pyrazin-2-ylmethyl)-1H-indol-2-yl)imidazo[1,2-a]pyridine-7-carboxylic acid